FC1=CC=C(CN2C(=NC=3N(C(N(C(C23)=O)CCCO)=O)C)C2=C(C=CC=C2)C(C)C)C=C1 7-(4-fluorobenzyl)-1-(3-hydroxypropyl)-8-(2-isopropylphenyl)-3-methyl-1H-purine-2,6(3H,7H)-dione